4-(2-(4,4-difluoropiperidin-1-yl)-6-methylpyrimidin-4-yl)-1H-1,2,3-triazole FC1(CCN(CC1)C1=NC(=CC(=N1)C=1N=NNC1)C)F